BrC=1N=C2C(=NC(=NN2C1)OCC(C)C)N(CC1=CC=C(C=C1)OC)CC1=CC=C(C=C1)OC bromo-2-isobutoxy-N,N-bis(4-methoxybenzyl)imidazo[2,1-f][1,2,4]triazin-4-amine